C(C)(C)(C)OC(=O)N(CCC1=CN(C2=CC=CC=C12)C(=O)OC(C)(C)C)C1=CC(=NC=2N1N=CC2C(C)C)C2=CC(=CC=C2)F tert-butyl 3-[2-[tert-butoxycarbonyl-[5-(3-fluorophenyl)-3-isopropyl-pyrazolo[1,5-a]pyrimidin-7-yl]amino]ethyl]indole-1-carboxylate